C(C)(=O)N[C@@H](CC1=CC=CC=C1)C(=O)O acetylphenylalanine